CO[C@H]1[C@H](CCC1)OC=1C=C2CN(C(C2=CC1)=O)C1C(NC(CC1)=O)=O 3-(5-(((1s,2r)-2-methoxycyclopentyl)oxy)-1-oxoisoindolin-2-yl)piperidine-2,6-dione